C(CCCCCCC\C=C/CCCCCCCC)(=O)OCCCCCCCCCCCCCCCCCCCCCCCCCCCCCCCCCCCCCCCO 39-hydroxynonatriacontyl oleate